CC=1C=C(C=C(C1)C)C1CCN(CC1)C1=C(C=CC=C1)NS(=O)(=O)C1=CC=C(C=C1)S(=O)(=O)N(C)C N1-(2-(4-(3,5-dimethylphenyl)piperidin-1-yl)phenyl)-N4,N4-dimethylbenzene-1,4-disulfonamide